1-(3-Methoxypyridin-4-yl)piperazine COC=1C=NC=CC1N1CCNCC1